(S)-2-((4-nitrophenyl)thio)-1,3,2-oxathiaphospholane 2-sulfide [N+](=O)([O-])C1=CC=C(C=C1)S[P@@]1(OCCS1)=S